diethyl 2-[(1-{[6-chloro-5-(trifluoromethyl)(2-pyridyl)] amino}-4-methyl-2,5-dioxoazolin-3-yl)methyl]propane-1,3-dioate ClC1=C(C=CC(=N1)NN1C(C(=C(C1=O)C)CC(C(=O)OCC)C(=O)OCC)=O)C(F)(F)F